ClC=1C(=C2C[C@@](NC2=CC1F)([C@H]1NCCC1)C1=CC=CC=C1)C1=C(C(=NC=C1C(=O)NC)OCCO)F 4-((2s,4s)-5-chloro-6-fluoro-2-phenyl-2-((S)-pyrrolidin-2-yl)indolin-4-yl)-5-fluoro-6-(2-hydroxyethoxy)-N-methylnicotinamide